ClC=1C2=C(SC1C(=O)NCC=1C=C3CN(C(C3=CC1)=O)C1C(NC(CC1)=O)=O)C=C(C=C2)C(F)(F)F 3-chloro-N-((2-(2,6-dioxopiperidin-3-yl)-1-oxoisoindolin-5-yl)methyl)-6-(trifluoromethyl)benzo[b]thiophene-2-carboxamide